NC1=CC=CC(=N1)S(=O)(=O)NC(=O)C=1C(=NC(=CC1)N1C(CCC1)C)OC1=C(C=C(C=C1C)C)C N-[(6-Amino-2-pyridyl)sulfonyl]-6-(2-methylpyrrolidin-1-yl)-2-(2,4,6-trimethylphenoxy)pyridin-3-carboxamid